F[C@H]1[C@@H](COC1)OC1=NNC=C1NC=1N=CC2=C(N1)N(C(C21CC1)=O)[C@H]1C[C@@H](CCC1)O 2'-((3-(((3R,4R)-4-fluorotetrahydrofuran-3-yl)oxy)-1H-pyrazol-4-yl)amino)-7'-((1R,3R)-3-hydroxycyclohexyl)spiro[cyclopropane-1,5'-pyrrolo[2,3-d]pyrimidin]-6'(7'H)-one